FC(C)(F)C1=CC=C(C(=N1)C)S(=O)(=O)N1CC2(C1)CN(C2)CC2(COC2)C 2-((6-(1,1-difluoroethyl)-2-methylpyridin-3-yl)sulfonyl)-6-((3-methyloxetan-3-yl)methyl)-2,6-diazaspiro[3.3]heptane